(1R,6R,8aS)-6-[8-amino-1-(4-{(1R)-1-hydroxy-1-[3-(trifluoromethyl)phenyl]ethyl}phenyl)imidazo[1,5-a]pyrazin-3-yl]-1-(trifluoromethyl)hexahydroindolizin-3(2H)-one NC=1C=2N(C=CN1)C(=NC2C2=CC=C(C=C2)[C@](C)(C2=CC(=CC=C2)C(F)(F)F)O)[C@H]2CN1C(C[C@H]([C@@H]1CC2)C(F)(F)F)=O